SC1(C(C(=NS1)CCC)C1=CC=CC=C1)S dimercaptophenyl-propylthiazoleN